C12C(C3CC(CC(C1)C3)C2)NC2=NC=CC=C2 2-adamantylaminopyridine